ClC1=CC(=C(C=C1)NC1=CC2=C(C=N1)N(C(N2C2CCCC2)=O)C)C 6-((4-chloro-2-methylphenyl)amino)-1-cyclopentyl-3-methyl-1,3-dihydro-2H-imidazo[4,5-c]pyridin-2-one